FC1=C2C=C(NC2=CC=C1N1C(C2=NC(=C(C=C2C=C1)OC)OC)=O)C 7-(4-fluoro-2-methyl-1H-indol-5-yl)-2,3-dimethoxy-7,8-dihydropyrido[3,4-b]pyridin-8-one